(2S)-3-methyl-2-(1-oxo-7-((R)-1-tritylaziridine-2-carbonyl)-2,7-diazaspiro[4.4]nonan-2-yl)butanoic acid CC([C@@H](C(=O)O)N1C(C2(CC1)CN(CC2)C(=O)C2[N@@](C2)C(C2=CC=CC=C2)(C2=CC=CC=C2)C2=CC=CC=C2)=O)C